ethyl 2-((6-cyclopropylbenzo[d]oxazol-2-yl) amino)-1-methyl-1H-benzo[d]imidazole-5-carboxylate C1(CC1)C1=CC2=C(N=C(O2)NC2=NC3=C(N2C)C=CC(=C3)C(=O)OCC)C=C1